COC1=C(C=CC(=C1)N1CCN(CC1)C)NC1=CC(=NN1)C1=CC=C(S1)C(=O)N 5-(5-(2-methoxy-4-(4-methylpiperazin-1-yl)phenylamino)-1H-pyrazol-3-yl)thiophene-2-carboxamide